N1C=C(C2=CC=CC=C12)CO L-3-indolylmethanol